5-[(4R,10bS)-8-(3,8-diazabicyclo[3.2.1]octane-3-carbonyl)-4-methyl-3,4,6,10b-tetrahydro-1H-pyrazino[2,1-a]isoindol-2-yl]quinoline-8-carbonitrile C12CN(CC(CC1)N2)C(=O)C=2C=C1CN3[C@@H](C1=CC2)CN(C[C@H]3C)C3=C2C=CC=NC2=C(C=C3)C#N